CON(C(=O)C1=NN(N=C1NCC1=CC=C(C=C1)OC)C1=NC=CC=C1)C N-methoxy-5-((4-methoxybenzyl)amino)-N-methyl-2-(pyridin-2-yl)-2H-1,2,3-triazole-4-carboxamide